racemic-1,2,3,4,6,7,8,8a-octahydropyrrolo[1,2-a]pyrazin-6-ylmethanol C1C2N(CCN1)C(CC2)CO